C(C)OC1=C(C=CC=C1)C=1C=C2C(=NC1)NC(N2CC(=O)NC)=O 2-[6-(2-ethoxyphenyl)-2-oxo-3H-imidazo[4,5-b]pyridin-1-yl]-N-methyl-acetamide